C1(CC1)C(=O)C=1N=C2N(N1)[C@@H](C[C@@H]2F)C=2C=C(C#N)C=CC2 3-((5S,7S)-2-(cyclopropanecarbonyl)-7-fluoro-6,7-dihydro-5H-pyrrolo[1,2-b][1,2,4]triazol-5-yl)benzonitrile